dimethylaminobenzylidene-imidazolidinone CN(C)N1C(NC(C1)=CC1=CC=CC=C1)=O